ClC(OC1=CC=C(C=C1)NC(=O)C1=CN(C(C=C1)=O)C)(F)F N-[4-(chlorodifluoromethoxy)phenyl]-1-methyl-6-oxo-1,6-dihydropyridine-3-carboxamide